NCC1=CC(=C(C=C1)NC(=O)C1=CC2=C(OCCC3=C2SC=C3)C=C1C=1C(=NC(=CC1)C(NC1CCCCCCC1)=O)C(=O)O)C 3-(9-((4-(aminomethyl)-2-methylphenyl)carbamoyl)-4,5-dihydrobenzo[b]thieno[2,3-d]oxepin-8-yl)-6-(cyclooctylcarbamoyl)picolinic acid